C[C@@H]1C[C@@H](C(N1)=O)C(C(=O)N)CC (3R,5R)-5-methyl-2-oxopyrrolidin-3-yLbutanamide